BrC=1C=C(C=CC1F)NC(=NO)C1=NON=C1NCCC=1NC(C=CC1)=O N-(3-bromo-4-fluorophenyl)-N'-hydroxy-4-((2-(6-oxo-1,6-dihydropyridin-2-yl)ethyl)amino)-1,2,5-oxadiazole-3-carboxamidine